7-fluoro-5-[2-(1,2,3,4-tetrahydroisoquinolin-2-yl)ethyl]-4H,5H-pyrrolo[1,2-a]quinoxalin-4-one FC=1C=C2N(C(C=3N(C2=CC1)C=CC3)=O)CCN3CC1=CC=CC=C1CC3